ethyl 3-(naphthalen-2-yl)-3-oxopropionate C1=C(C=CC2=CC=CC=C12)C(CC(=O)OCC)=O